2-chloro-5-(ethylthio)pyridine tert-butyl-(4-chloro-2-fluoro-3-((4-fluorophenyl)carbamoyl)phenyl)carbamate C(C)(C)(C)N(C(O)=O)C1=C(C(=C(C=C1)Cl)C(NC1=CC=C(C=C1)F)=O)F.ClC1=NC=C(C=C1)SCC